ClC=1C(=C(C=C(C1OCC(C)O)C)C=1C(CCNN1)C)O 6-[3-chloro-2-hydroxy-4-(2-hydroxypropoxy)-5-methylphenyl]-5-methyl-4,5-dihydro-2H-pyridazine